CNC(C)(CC)C N,2-dimethyl-butane-2-amine